4-((1H-Imidazo[4,5-b]pyridin-6-yl)amino)-N-(4-(4-methylpiperazin-1-yl)phenyl)-2-oxo-1,2-dihydropyridine-3-carboxamide N1C=NC2=NC=C(C=C21)NC2=C(C(NC=C2)=O)C(=O)NC2=CC=C(C=C2)N2CCN(CC2)C